propyl 1-[[2-(4-chloro-2,6-dimethyl-phenyl)acetyl]amino]-4,4-dipropoxy-cyclohexanecarboxylate ClC1=CC(=C(C(=C1)C)CC(=O)NC1(CCC(CC1)(OCCC)OCCC)C(=O)OCCC)C